CC=1C=C(C(=C(C1)O)C1CCCC(=C1)C)O 4,5'-dimethyl-1',2',3',4'-tetrahydro-[1,1'-biphenyl]-2,6-diol